S1C=NC2=C1C=CC(=C2)C(C)N2CCN(CC2)C2=CC=C(C=N2)S(=O)(C)=N (6-(4-(1-(benzo[d]thiazol-5-yl)ethyl)piperazin-1-yl)pyridin-3-yl)(imino)(methyl)-λ6-sulfanone